4-(3-cyclopropyl-3-hydroxy-but-1-ynyl)-2,6-dimethyl-3-(5-methyl-1,3,4-oxadiazol-2-yl)-1H-pyrrolo[2,3-c]pyridin-7-one C1(CC1)C(C#CC=1C2=C(C(N(C1)C)=O)NC(=C2C=2OC(=NN2)C)C)(C)O